hexahydro-pyrazino[1,2-c]pyrimidine-6,8-dione C1NCCN2C(NC(CC21)=O)=O